1-(3,4-dichlorophenyl)ethan-1-one-2,2-d2 ClC=1C=C(C=CC1Cl)C(C([2H])[2H])=O